C1(CC1)C1=CC2=C(C(=NNC2=O)C(C)C)O1 2-Cyclopropyl-7-isopropylfuro[2,3-d]pyridazin-4(5H)-one